C(C)(C)(C)[C@@H]1C(CC[C@H](C1)C(=O)O)(C(=O)O)CCl.ClC1=CC(=C(C=N1)C=1N=CC(=NC1)C(C)(C)O)NC(C)C 2-(5-(6-chloro-4-(isopropylamino)pyridin-3-yl)pyrazin-2-yl)propan-2-ol tert-butyl-chloromethyl-(trans)-cyclohexane-1,4-dicarboxylate